(Z)-2-(5-Fluoro-2-methyl-1-(4-(2-((tetrahydro-2H-pyran-2-yl)oxy)ethyl)-benzylidene)-1H-inden-3-yl)acetic acid FC=1C=C2C(=C(/C(/C2=CC1)=C/C1=CC=C(C=C1)CCOC1OCCCC1)C)CC(=O)O